3-(aminomethyl)-N-cyclopentylaniline hydrochloride Cl.NCC=1C=C(NC2CCCC2)C=CC1